4-(benzenesulfonyl)morpholin C1(=CC=CC=C1)S(=O)(=O)N1CCOCC1